FC1=CC(=C(C=C1)C=1C2=C(C(=NC1C=1C=NC(=C(C1)C1CNCC1)OC)C=1C=C3CCN(CC3=CC1)C(=O)OC(C)(C)C)C=CS2)OCCOC tert-butyl 6-(7-(4-fluoro-2-(2-methoxyethoxy)phenyl)-6-(6-methoxy-5-(pyrrolidin-3-yl)pyridin-3-yl)thieno[3,2-c]pyridin-4-yl)-3,4-dihydroisoquinoline-2(1H)-carboxylate